COC=1C=C2C(=NC(=NC2=CC1OC)C)NC(C)C=1SC(=CC1)C1=C(C=CC=C1)OCCN1CCCC1 6,7-dimethoxy-2-methyl-N-[1-(5-{2-[2-(pyrrolidin-1-yl)ethoxy]phenyl}thiophen-2-yl)ethyl]quinazolin-4-amine